(±)-methyl 5-(8-amino-3-(cis-2-fluorocyclopropanecarboxamido)isoquinolin-6-yl)-4-ethylpicolinate NC=1C=C(C=C2C=C(N=CC12)NC(=O)[C@H]1[C@H](C1)F)C=1C(=CC(=NC1)C(=O)OC)CC |r|